(R)-N-((S)-1-([1,1'-biphenyl]-4-yl)ethyl)-2-methylpropan-2-sulfinamide C1(=CC=C(C=C1)[C@H](C)N[S@](=O)C(C)(C)C)C1=CC=CC=C1